tert-butyl ((1r,4r)-4-(5-(6-(3-cyanopyrrolo[1,2-b]pyridazin-7-yl)-4-(isopropylamino)pyridin-3-yl)-1,3,4-thiadiazol-2-yl)cyclohexyl)carbamate C(#N)C1=CC=2N(N=C1)C(=CC2)C2=CC(=C(C=N2)C2=NN=C(S2)C2CCC(CC2)NC(OC(C)(C)C)=O)NC(C)C